ClC1=CC=C(C=C1)C1=CN=C(C2=CC=CC=C12)OCC 4-(4-chlorophenyl)-1-ethoxyisoquinoline